2-(piperidin-1-yl)pyridine-5-boronic acid pinacol ester N1(CCCCC1)C1=NC=C(C=C1)B1OC(C)(C)C(C)(C)O1